ClC=1C=C2C(=NC(=NC2=C(C1C=1C(=CC=C2C=NN(C12)C)C)F)OCCN1CCN(CC1)C)N1C[C@H](N(C[C@@H]1C)C(C=C)=O)C 1-((2R,5S)-4-((R)-6-chloro-7-(1,6-dimethyl-1H-indazol-7-yl)-8-fluoro-2-(2-(4-methylpiperazin-1-yl)ethoxy)quinazolin-4-yl)-2,5-dimethylpiperazin-1-yl)prop-2-en-1-one